N-({1-[4-(3-fluorophenoxy)-6-(trifluoromethyl)pyrimidin-2-yl]-4-hydroxypiperidin-4-yl}methyl)-2-(propan-2-yloxy)acetamide FC=1C=C(OC2=NC(=NC(=C2)C(F)(F)F)N2CCC(CC2)(O)CNC(COC(C)C)=O)C=CC1